Methyl (R)-4-((2-(3-(4-((bis(benzyloxy)phosphoryl)oxy)-2-hydroxy-3,3-dimethylbutanamido)propanamido)ethyl)thio)-4-oxobutanoate C(C1=CC=CC=C1)OP(=O)(OCC1=CC=CC=C1)OCC([C@H](C(=O)NCCC(=O)NCCSC(CCC(=O)OC)=O)O)(C)C